(2R,3S,4S,5S)-5-(4-aminopyrrolo[2,1-f][1,2,4]triazin-7-yl)-2-cyano-2-(((isobutoxycarbonyl)oxy)methyl)tetrahydrofuran-3,4-diyl diacetate C(C)(=O)O[C@@H]1[C@](O[C@H]([C@@H]1OC(C)=O)C1=CC=C2C(=NC=NN21)N)(COC(=O)OCC(C)C)C#N